diacetyl-iridium C(C)(=O)[Ir]C(C)=O